C(#C)C12CC(C1)(C2)NC(C2=CC(=C(C=C2)[N+](=O)[O-])OC)=O N-{3-ethynylbicyclo[1.1.1]pentan-1-yl}-3-methoxy-4-nitrobenzamide